C(C)(C)N1CC(N(C2(CN(C2)C2=CC=CC=C2)C1=O)[C@@H](C)C1=CC=C(C=C1)C(F)(F)F)=O (S)-8-isopropyl-2-phenyl-5-(1-(4-(trifluoromethyl)-phenyl)ethyl)-2,5,8-triazaspiro[3.5]nonane-6,9-dione